4-(Benzyloxy)-4-Oxobutyl L-Valinate N[C@@H](C(C)C)C(=O)OCCCC(=O)OCC1=CC=CC=C1